ClC1=C(C=C2C=C(N=CC2=C1)NC(=O)[C@H]1CC(OCC1)(C)C)C1CCN(CC1)[C@]1(COCC1)C (4R)-N-(7-chloro-6-(1-(3R-methyltetrahydrofuran-3-yl)piperidin-4-yl)isoquinolin-3-yl)-2,2-dimethyltetrahydro-2H-pyran-4-carboxamide